FC1=C(C=C(O[C@@H]2C[C@H](C2)NC2=NC=3N([C@H](C(NC3C(=N2)C)=O)C)C)C=C1)OC (7S)-2-((trans-3-(4-fluoro-3-methoxyphenoxy)cyclobutyl)amino)-4,7,8-trimethyl-7,8-dihydropteridin-6(5H)-one